FC1(CN(CC[C@H]1OCCNC)C1=NC=CC(=N1)C1=NC(=CC2=C(C=CC(=C12)N1[C@@H]([C@H](C1)CS(=O)(=O)C)C)C(C)C)N)F {2-[(4R)-3,3-difluoro-4-[2-(methylamino)ethoxy]piperidin-1-yl]pyrimidin-4-yl}-8-[(2R,3S)-3-(methanesulfonyl-methyl)-2-methylazetidin-1-yl]-5-(propan-2-yl)isoquinolin-3-amine